(+)-glucose monohydrate O.O=C[C@H](O)[C@@H](O)[C@H](O)[C@H](O)CO